N-butyl-α-azidoacetamide C(CCC)NC(CN=[N+]=[N-])=O